FC=1C=C(C=C(C1CNCCS(=O)(=O)O)OC)C1=C(C(=CC=C1)C1=C(C(=CC=C1)NC(C1=NC=C(C=C1)CNCCO)=O)C)C 2-(((3-fluoro-3''-(5-(((2-hydroxyethyl)amino)methyl)picolinamido)-5-methoxy-2',2''-dimethyl-[1,1':3',1''-terphenyl]-4-yl)methyl)amino)ethane-1-sulfonic acid